methylpyrazolo[1,5-a]pyrimidin CC1=NN2C(N=CC=C2)=C1